S1C2=C(C=C1C1=CC(=NN1)NC1=C(C=C(C=C1)NC(OC)=O)C)C=CC=C2 methyl (4-((5-(benzo[b]thiophen-2-yl)-1H-pyrazol-3-yl)amino)-3-methylphenyl)carbamate